2-[(2S)-1-(4-{5-[5-Fluoro-6-(2-methoxyethoxy)-1H-indazol-3-yl]-1,2-oxazol-3-yl}benzoyl)azetidin-2-yl]propan-2-ol FC=1C=C2C(=NNC2=CC1OCCOC)C1=CC(=NO1)C1=CC=C(C(=O)N2[C@@H](CC2)C(C)(C)O)C=C1